3-dimethylamino-1-(2-hydroxy-5-methylphenyl)prop-2-en-1-one CN(C=CC(=O)C1=C(C=CC(=C1)C)O)C